C(C)(C)(C)OC(=O)N1CCC(=CC1)C=1C(=NC(=CC1)\C=C\C(=O)OCC)OC (E)-6-(3-ethoxy-3-oxoprop-1-en-1-yl)-2-methoxy-3',6'-dihydro-[3,4'-bipyridine]-1'(2'H)-carboxylic acid tert-butyl ester